BrC=1C=C(C(=NC1)OC(F)(F)F)NC(OC(C)C)=O Isopropyl (5-bromo-2-(trifluoromethoxy)pyridin-3-yl)carbamate